The molecule is an aminodisaccharide consisting of N-acetylneuraminic acid and 2-acetamido-2-deoxy-D-galactopyranose joined in sequence by a (2->3) glycosidic bond. It is a member of neuraminic acids, an amino disaccharide, a monocarboxylic acid and a member of acetamides. CC(=O)N[C@@H]1[C@H](C[C@@](O[C@H]1[C@@H]([C@@H](CO)O)O)(C(=O)O)O[C@H]2[C@H]([C@H](OC([C@@H]2NC(=O)C)O)CO)O)O